(Z)-Methyl 3-(((4-((2-(4-(dimethylamino)piperidin-1-yl)ethoxy)carbamoyl)phenyl)amino)(phenyl)methylene)-5-methyl-2-oxoindoline-6-carboxylate CN(C1CCN(CC1)CCONC(=O)C1=CC=C(C=C1)N\C(=C\1/C(NC2=CC(=C(C=C12)C)C(=O)OC)=O)\C1=CC=CC=C1)C